Benzyl N-[(3R)-3-[3-[3-(hydroxymethyl)phenyl]-1-tetrahydropyran-2-yl-pyrazolo[4,3-b]pyridin-5-yl]oxybutyl]carbamate OCC=1C=C(C=CC1)C1=NN(C=2C1=NC(=CC2)O[C@@H](CCNC(OCC2=CC=CC=C2)=O)C)C2OCCCC2